C1(=CC(=CC=C1)N1N=CC2=CC=C(C=C12)N)C 1-(m-tolyl)-1H-indazol-6-amine